CN1[C@@H]2CC[C@H]1CC(C2)OC(=O)[C@H](CO)C3=CC=CC=C3 The molecule is an atropine with a 2S-configuration. It derives from a (S)-tropic acid. It is a conjugate base of a (S)-atropinium.